FC1=C2C=C(C=NC2=CC(=C1)F)C(=O)OCC ethyl 5,7-difluoroquinoline-3-carboxylate